(1-(2-(benzo[b]thiophen-5-yl)acetyl)piperidin-4-yl)-7-(trifluoromethyl)-1,3-dihydro-2H-benzo[d]imidazol-2-one S1C2=C(C=C1)C=C(C=C2)CC(=O)N2CCC(CC2)N2C(NC1=C2C(=CC=C1)C(F)(F)F)=O